tert-butyl (1S,5R)-1-(3,5-difluorophenyl)-4-((2,2-dimethyl-4,6-dioxo-1,3-dioxan-5-ylidene)(hydroxy)methyl)-3-azabicyclo[3.1.0]hexane-3-carboxylate FC=1C=C(C=C(C1)F)[C@]12CN(C([C@@H]2C1)C(O)=C1C(OC(OC1=O)(C)C)=O)C(=O)OC(C)(C)C